N-((4aR,5S,6aS,7S)-5-hydroxy-1,4a,6a-trimethyl-2-oxo-2,3,4,4a,4b,5,6,6a,7,8,9,9a,9b,10-tetradecahydro-1H-indeno[5,4-f]quinolin-7-yl)ethanesulfonamide O[C@H]1C[C@@]2([C@H](CCC2C2C1[C@]1(CCC(N(C1=CC2)C)=O)C)NS(=O)(=O)CC)C